3-amino-5-(3-ethylsulfonylphenyl)-1-methylpyridin-2-one NC=1C(N(C=C(C1)C1=CC(=CC=C1)S(=O)(=O)CC)C)=O